Trifluoromethanesulfonimide [N-](S(=O)(=O)C(F)(F)F)S(=O)(=O)C(F)(F)F